N-[1-(5-bromopyridin-2-yl)ethyl]formamide BrC=1C=CC(=NC1)C(C)NC=O